6-(4-(pyridin-2-ylmethyl)piperazin-1-yl)pyridin N1=C(C=CC=C1)CN1CCN(CC1)C1=CC=CC=N1